5-chloro-1-methyl-2(1H)-quinoxalinone ClC1=C2N=CC(N(C2=CC=C1)C)=O